N-{2-[4'-(2-aminoethyl)-[1,1'-biphenyl]-4-yl]Ethyl}carbamic acid tert-butyl ester C(C)(C)(C)OC(NCCC1=CC=C(C=C1)C1=CC=C(C=C1)CCN)=O